[Pd].NC=1C=C(C(=CC1)C=1C(=CC(=CC1)N)C(=O)O)C(=O)O 4,4'-diaminobiphenyl-2,2'-dicarboxylic acid palladium